OC1CCS(=O)(=O)O1 3-hydroxypropanesultone